CC1(NC2=CC(=CC=C2CC1)C1CN(C1)C)C 2,2-dimethyl-7-(1-methylazetidin-3-yl)-1,2,3,4-tetrahydroquinoline